FC(C(O)C1=CNC=2C=CC=C(C12)C=O)F 3-(2,2-difluoro-1-hydroxyethyl)-1H-indole-4-carbaldehyde